chloride potassium salt [K+].[Cl-]